P1(OC(CCO1)N)=O.[K] monopotassium aminotrimethylene phosphonate